N-(6-(5-chloro-6-fluoro-1H-indazol-4-yl)imidazo[1,2-a]pyrazin-2-yl)-2-fluorocyclopropane-1-carboxamide ClC=1C(=C2C=NNC2=CC1F)C=1N=CC=2N(C1)C=C(N2)NC(=O)C2C(C2)F